COC1=CC=C(C=C1)N1N=CC(=C1)C=1C=C(N)C=CC1 3-(1-(4-methoxyphenyl)-1H-pyrazol-4-yl)aniline